C1(=CC=C(C=C1)C1=NC(=NC(=C1)C1=CC=C(C=C1)C1=CC=CC=C1)Cl)C1=CC=CC=C1 4,6-di([1,1'-biphenyl]-4-yl)-2-Chloropyrimidine